FC(C1=NN(C2=CC(=CC=C12)NC([C@H](CO)NC(OC(C)(C)C)=O)=O)C=1C=C(C=CC1)C)F (S)-tert-butyl (1-((3-(difluoromethyl)-1-(m-tolyl)-1H-indazol-6-yl)amino)-3-hydroxy-1-oxopropan-2-yl)carbamate